tert-butyl N-(4-aminocyclohexyl)-N-methyl-carbamate NC1CCC(CC1)N(C(OC(C)(C)C)=O)C